(E)-2-(2-((5-cyclopropyl-4-oxo-4,5,6,7-tetrahydro-2H-pyrazolo[4,3-c]pyridin-2-yl)methyl)-3-fluoroallyl)isoindole-1,3-dione C1(CC1)N1C(C=2C(CC1)=NN(C2)C\C(\CN2C(C1=CC=CC=C1C2=O)=O)=C\F)=O